SCCN(CC)CC 2-mercapto-ethyl-diethylamine